tert-butyl-((3-methoxy-4-nitrophenoxy) methyl)-7-azaspiro[3.5]nonane-7-carboxylate C(C)(C)(C)C1(CCC12CCN(CC2)C(=O)[O-])COC2=CC(=C(C=C2)[N+](=O)[O-])OC